Cl/C=C/C(=O)N1CC(C1)C1=NN(C2=NC=CC(=C21)CO)C2=CC=C(C=C2)OC(F)(F)F (E)-3-Chloro-1-(3-(4-(hydroxymethyl)-1-(4-(trifluoromethoxy)phenyl)-1H-pyrazolo[3,4-b]pyridin-3-yl)azetidin-1-yl)prop-2-en-1-one